N-(quinoxalin-6-yl)-2-{4-[5-chloro-2-(4-fluoro-1H-imidazol-1-yl)phenyl]-5-methoxy-2-oxopyridin-1(2H)-yl}pentanamide N1=CC=NC2=CC(=CC=C12)NC(C(CCC)N1C(C=C(C(=C1)OC)C1=C(C=CC(=C1)Cl)N1C=NC(=C1)F)=O)=O